C(CCC)C1(C(CCCC1)(C(=O)O)CCCC)C(=O)O din-butyl-cyclohexane-1,2-dicarboxylic acid